4-((1R,5S)-3,8-diazabicyclo[3.2.1]octan-3-yl)-N-(4-((3-cyclopropyl-1H-1,2,4-triazol-1-yl)sulfonyl)phenyl)-7-(8-methylnaphthalen-1-yl)-5,6,7,8-tetrahydro-1,7-naphthyridine-2-carboxamide [C@H]12CN(C[C@H](CC1)N2)C2=CC(=NC=1CN(CCC21)C2=CC=CC1=CC=CC(=C21)C)C(=O)NC2=CC=C(C=C2)S(=O)(=O)N2N=C(N=C2)C2CC2